C(#N)C1=C(C=CC(=C1)C(F)(F)F)N1CCC(CC1)(C(=O)N[C@H](CNC)C)C=1C=C(C(=NC1)C=1C(=NC=CC1)OCC)F 1-[2-cyano-4-(trifluoromethyl)phenyl]-4-{2'-ethoxy-3-fluoro-[2,3'-bipyridine]-5-yl}-N-[(2S)-1-(methylamino)propan-2-yl]piperidine-4-carboxamide